(4-fluorophenyl)(2-(piperazin-1-yl)-7,8-dihydropyrido[4,3-d]pyrimidin-6(5H)-yl)methanone FC1=CC=C(C=C1)C(=O)N1CC2=C(N=C(N=C2)N2CCNCC2)CC1